7-Fluoro-1-methyl-2-(4-(methylsulfonyl)phenyl)-6-(1'-(tetrahydro-2H-pyran-4-yl)-[1,4'-bipiperidin]-4-yl)-1H-benzo[d]imidazol FC1=C(C=CC2=C1N(C(=N2)C2=CC=C(C=C2)S(=O)(=O)C)C)C2CCN(CC2)C2CCN(CC2)C2CCOCC2